C(C=C)N1CCN(CC1)C1=C(C=C(C(=C1)OC)NC1=NC=NC(=C1)N1OCC[C@@H]1C1=CC(=C(C=C1)F)C(F)(F)F)NC(C=C)=O (R)-N-(2-(4-allylpiperazin-1-yl)-5-((6-(3-(4-fluoro-3-(trifluoromethyl)phenyl)isoxazolidine-2-yl)pyrimidin-4-yl)amino)-4-methoxyphenyl)acrylamide